FC1=C(C=CC=C1C[C@@H]1N(C2CC([C@@H]1NS(=O)(=O)C)C2)C([C@@H](C)O)=O)C2=C(C(=C(C(=C2[2H])[2H])[2H])[2H])[2H] N-{(3S,4S)-3-{[2-fluoro(2',3',4',5',6'-2H5)[biphenyl]-3-yl]methyl}-2-[(2R)-2-hydroxypropanoyl]-2-azabicyclo[3.1.1]heptan-4-yl}methanesulfonamide